CC=1N(C(=CC1)C)C1=NC2=C(N1C)C=CC=C2C=2C=NN(C2C2=C(C#N)C=CC=C2)C 2-(4-(2-(2,5-dimethyl-1H-pyrrol-1-yl)-1-methyl-1H-benzo[d]imidazol-4-yl)-1-methyl-1H-pyrazol-5-yl)benzonitrile